(E)-4-(dimethylamino)-N-(2-((4-(pyridin-2-ylmethoxy)phenyl)amino)benzothiazol-6-yl)but-2-enamide CN(C/C=C/C(=O)NC1=CC2=C(N=C(S2)NC2=CC=C(C=C2)OCC2=NC=CC=C2)C=C1)C